(S)-1-(2-(1-(4-(3-methoxyphenoxy)phenyl)imidazo[1,5-a]pyrazin-3-yl)pyrrolidin-1-yl)prop-2-en-1-one COC=1C=C(OC2=CC=C(C=C2)C=2N=C(N3C2C=NC=C3)[C@H]3N(CCC3)C(C=C)=O)C=CC1